C(C1=CC=CC=C1)OC1=C(C=C(C=O)C=C1)OCCCC1=CC=CC=C1 4-(benzyloxy)-3-(3-phenylpropoxy)benzaldehyde